CC1(C=CC(C1)CC(=O)OCC(C)C)C isobutyl (4,4-dimethyl-2-cyclopentenyl)acetate